FC1=CC=C2C3(C(NC2=C1)=O)CCCC3 6'-fluorospiro[cyclopentane-1,3'-indol]-2'-one